C12C3C4CCC(C3C(OC1)C2)C4 9-oxatetracyclo[6.2.1.13,6.02,7]dodecane